tert-butyl (4S)-5-amino-4-(4-hydroxy-1-oxo-isoindolin-2-yl)-5-oxo-pentanoate NC([C@H](CCC(=O)OC(C)(C)C)N1C(C2=CC=CC(=C2C1)O)=O)=O